N-((S)-1-(3-(3-chloro-4-cyano-phenyl)-1H-pyrazol-1-yl)-propan-2-yl)-5-(1-hydroxyethyl)-1H-pyrazole-3-carboxamide ClC=1C=C(C=CC1C#N)C1=NN(C=C1)C[C@H](C)NC(=O)C1=NNC(=C1)C(C)O